FC1=CC(=C(C=C1)N1N=C(C=C1)C)I 1-(4-fluoro-2-iodophenyl)-3-methyl-1H-pyrazol